C(C1=CC=CC=C1)(=O)OCC1=C(C(=O)N)C=CC=C1 o-(benzoyl-oxymethyl)benzamide